6-[3-(1-methylpyrazol-3-yl)phenyl]-2-morpholino-5-oxazol-2-yl-N-(4-pyridinyl)pyrimidin-4-amine CN1N=C(C=C1)C=1C=C(C=CC1)C1=C(C(=NC(=N1)N1CCOCC1)NC1=CC=NC=C1)C=1OC=CN1